5-chloro-2-(difluoromethyl)-N-((1r,4r)-4-((3-(2-fluorophenyl)-3-hydroxy-4-methyl-2-oxoindolin-1-yl)methyl)cyclohexyl)nicotinamide ClC=1C=NC(=C(C(=O)NC2CCC(CC2)CN2C(C(C3=C(C=CC=C23)C)(O)C2=C(C=CC=C2)F)=O)C1)C(F)F